CC(C(=O)C=1SC=CC1)(C)C 2,2-dimethyl-1-(thien-2-yl)propan-1-one